C1(CC1)N1C[C@@H](CC1=O)N1N=NC(=C1)C(=O)NCC=1SC(=NN1)C1=CC=CC=C1 (R)-1-(1-cyclopropyl-5-oxopyrrolidin-3-yl)-N-((5-phenyl-1,3,4-thiadiazol-2-yl)methyl)-1H-1,2,3-triazole-4-carboxamide